CC1=C(C(=O)NC2(CC2)C2=CC=CC3=CC=CC=C23)C=C(C=C1)OC1CN(CCC1)C 2-Methyl-5-((1-methylpiperidin-3-yl)oxy)-N-(1-(naphthalen-1-yl)cyclopropyl)benzamide